6-(6-chloro-2-cyclopropyl-5-methyl-pyrimidin-4-yl)-N-(2-fluorophenyl)-7,8-dihydro-5H-1,6-naphthyridin-3-amine ClC1=C(C(=NC(=N1)C1CC1)N1CC=2C=C(C=NC2CC1)NC1=C(C=CC=C1)F)C